ClC1=CC=2C(OCCC=3C=CC(=CC3C3=CC=C(C(NS(C(=C1OC)C2)(=O)=O)=C3)F)F)=O 14-chloro-4,20-difluoro-15-methoxy-17,17-dioxo-10-oxa-17λ6-thia-18-azatetracyclo[17.3.1.112,16.02,7]tetracosa-1(22),2(7),3,5,12(24),13,15,19(23),20-nonaen-11-one